O=C1N[C@H]2[C@@H](N1)CS[C@H]2CCCCC(=O)NCCCNC(OC(C)(C)C)=O tert-butyl (3-(5-((3aS,4S,6aR)-2-oxohexahydro-1H-Thieno[3,4-d]imidazol-4-yl)pentanamido)propyl)carbamate